(3,3-difluorocyclobutyl)(5-(5-fluoro-4-((4-(5-methyl-1H-pyrazol-4-yl)phenyl)amino)pyrimidin-2-yl)isoindolin-2-yl)methanone FC1(CC(C1)C(=O)N1CC2=CC=C(C=C2C1)C1=NC=C(C(=N1)NC1=CC=C(C=C1)C=1C=NNC1C)F)F